Cl.FC1(CCN(CC1)C1=NC=2C(=CC(=CC2C=2N1C=C(N2)C)C)[C@@H](C)N)F (R)-1-(5-(4,4-difluoropiperidin-1-yl)-2,9-dimethylimidazo[1,2-c]quinazolin-7-yl)ethan-1-amine, hydrochloride